ClC=1C=C(C=CC1)NC(=O)C1=CC=CC2=CC(=CC=C12)B1OC(C(O1)(C)C)(C)C N-(3-chlorophenyl)-6-(4,4,5,5-tetramethyl-1,3,2-dioxaborolan-2-yl)-1-naphthalenecarboxamide